((3aR,4R,6R,6aS)-6-(6-Amino-9H-purin-9-yl)-2,2,5-trimethyltetrahydro-3aH-cyclopenta[d][1,3]dioxol-4-yl)methanol NC1=C2N=CN(C2=NC=N1)[C@@H]1C([C@@H]([C@@H]2[C@H]1OC(O2)(C)C)CO)C